methyl-4-(2-(2-imino-1,3,4-thiadiazol-3(2H)-yl)acetyl)benzoate COC(C1=CC=C(C=C1)C(CN1C(SC=N1)=N)=O)=O